C(C(O)C1=CC=CC=C1)(=O)[O-].CC=1N[NH+]=CC1C 3,4-dimethylpyrazolium mandelate